C(C)OC(=O)C1=NN(C=2C(N(CCC21)C2=CC=C1CCN(C(C1=C2)=O)C)=O)C2=NC(=CC=C2)Cl 1-(6-Chloropyridin-2-yl)-6-(2-methyl-1-oxo-1,2,3,4-tetrahydroisoquinolin-7-yl)-7-oxo-4,5,6,7-tetrahydro-1H-pyrazolo[3,4-c]pyridine-3-carboxylic acid ethyl ester